[Na].N1C(CCC1)=O pyrrolidone sodium